ClC1=CC=C(C=C1)NC1=NC(=NC(=N1)N1CCOCC1)[C@@H](C)NC(C1=NC=C(C=C1)OC)=O (R)-N-(1-(4-((4-chlorophenyl)amino)-6-morpholino-1,3,5-triazin-2-yl)ethyl)-5-methoxypicolinamide